N-[4-(3-Cyanophenyl)-5-(3-fluoro-2,6-dimethyl-4-pyridyl)thiazol-2-yl]-3-oxo-2,7-diazaspiro[3.5]nonan-7-carboxamid C(#N)C=1C=C(C=CC1)C=1N=C(SC1C1=C(C(=NC(=C1)C)C)F)NC(=O)N1CCC2(C(NC2)=O)CC1